D-arabinitol C([C@@H](O)[C@H](O)[C@H](O)CO)O